CN1CCC(CC1)CCN1C(CNCC1)C(=O)OC1COC1 3-oxetan-3-yl 4-[2-(1-methylpiperidin-4-yl)ethyl]piperazine-3-carboxylate